BrC1=CC=C(C=C1)C1=CC=C(C=N1)CN1CCOCC1 4-((6-(4-bromophenyl)pyridin-3-yl)methyl)morpholine